3-((S)-2-oxopyrrolidin-3-yl)propanoic acid methyl ester COC(CC[C@@H]1C(NCC1)=O)=O